6-(6-(3-bromo-1H-1,2,4-triazol-1-yl)-3-(ethylsulfonyl)pyridin-2-yl)-2-(trifluoromethyl)pyrazolo[1,5-a]pyrimidine BrC1=NN(C=N1)C1=CC=C(C(=N1)C=1C=NC=2N(C1)N=C(C2)C(F)(F)F)S(=O)(=O)CC